N-[5-[(5-Ethoxypyrazin-2-yl)carbamoyl]-4-fluoro-2-methylphenyl]-2-methyl-1,3-thiazole-5-carboxamide C(C)OC=1N=CC(=NC1)NC(=O)C=1C(=CC(=C(C1)NC(=O)C1=CN=C(S1)C)C)F